CNC([C@H](CC#CC1=CC=CC=C1)NC(OC(C)(C)C)=O)=O tert-butyl (S)-(1-(methylamino)-1-oxo-5-phenylpent-4-yn-2-yl)carbamate